3-(3-nitro-4-((1,2,3,4-tetrahydronaphthalen-1-yl)amino)phenyl)-acrylic acid ethyl ester C(C)OC(C=CC1=CC(=C(C=C1)NC1CCCC2=CC=CC=C12)[N+](=O)[O-])=O